N1C=CC=2CC(CCC12)=NO 1,4,6,7-tetrahydroindol-5-one oxime